N-((R)-2-Hydroxy-1-phenyl-ethyl)-3-[3-(4-trifluoromethoxy-benzyl)-3H-imidazo[4,5-c]pyridin-2-yl]-propionamide OC[C@@H](C1=CC=CC=C1)NC(CCC1=NC2=C(C=NC=C2)N1CC1=CC=C(C=C1)OC(F)(F)F)=O